ClC=1C=C(C=CC1N1C(N(CC1)C)=O)C1=C(C(=CC(=C1)F)C1=CC(=NC=C1)N1CCN(CC1)C)O 1-(3-chloro-5'-fluoro-2'-hydroxy-3'-(2-(4-methylpiperazin-1-yl)pyridin-4-yl)-[1,1'-biphenyl]-4-yl)-3-methylimidazolidin-2-one